2-(6-(((1S,4S,5S,6S)-6-fluoro-2-azabicyclo[2.2.1]heptan-5-yl)oxy)pyridazin-3-yl)-5-(1H-imidazol-1-yl)phenol F[C@@H]1[C@H]([C@@H]2CN[C@H]1C2)OC2=CC=C(N=N2)C2=C(C=C(C=C2)N2C=NC=C2)O